4-(6-cyano-5-fluoropyridin-2-yl)-N-((1s,3s)-3-hydroxy-3-(trifluoromethyl)cyclobutyl)-3-methylbenzenesulfonamide C(#N)C1=C(C=CC(=N1)C1=C(C=C(C=C1)S(=O)(=O)NC1CC(C1)(C(F)(F)F)O)C)F